C1(=CC=CC=C1)C12C(C3(C(C(C(C(C3(C(C2(C(C(C(C1([2H])[2H])([2H])[2H])([2H])[2H])([2H])[2H])[2H])([2H])[2H])[2H])([2H])[2H])([2H])[2H])([2H])[2H])([2H])[2H])[2H])([2H])C1=COC=2C1=CC=C1C2C=CC2=CC=CC=C21 phenyl(naphthobenzofuranyl)anthracene-d22